OC1=C2C(=C(C=C1)C1=CC=C(C=C1)O)C1C(COCC3C2O3)O1 4,4'-dihydroxybiphenyldiglycidyl ether